(1S,3aS,6aR)-2-((S)-2-acetamido-2-phenylacetyl)-N-((S,Z)-4-fluoro-4-(methylsulfonyl)-1-((R)-2-oxopyrrolidin-3-yl)but-3-en-2-yl)octahydrocyclopenta[c]pyrrole-1-carboxamide C(C)(=O)N[C@H](C(=O)N1[C@@H]([C@H]2[C@@H](C1)CCC2)C(=O)N[C@@H](C[C@@H]2C(NCC2)=O)\C=C(/S(=O)(=O)C)\F)C2=CC=CC=C2